[5-[(isopropylamino)ethyl]-2-furyl]methanol methyl-(R)-7-chloro-2,4-dimethyl-2-(4-oxocyclohexyl)benzo[d][1,3]dioxole-5-carboxylate CC=1C(=C(C2=C(O[C@@](O2)(C2CCC(CC2)=O)C)C1Cl)C)C(=O)OCC=1OC(=CC1)CCNC(C)C